CC1=C(C=C(C=C1)NC(=O)C1=CC(=NC=C1)C(F)(F)F)C1=CC(=NC(=C1)C#C[C@H]1NCCC1)N1CCOCC1 N-{4-methyl-3-[2-(morpholin-4-yl)-6-{2-[(2S)-pyrrolidin-2-yl]ethynyl}pyridin-4-yl]phenyl}-2-(trifluoromethyl)pyridine-4-carboxamide